FC1=C(C=CC=2N(C(=NC21)C2=CC=C(C=C2)S(=O)(=O)C)C)C2CCN(CC2)C2CCN(CC2)C2COC2 4-Fluoro-1-methyl-2-(4-(methylsulfonyl)phenyl)-5-(1'-(oxetan-3-yl)-[1,4'-bipiperidin]-4-yl)-1H-benzo[d]imidazol